C(C)(C)OC=1C=C(C=CC1)OB(O)O (3-isopropoxyphenyl)boric acid